ClC=1C(=C(C=CC1F)C1(C=2C(=C(N=CC2C(N(C1)C1=NN(C=C1F)C)=O)NC1CN(C1)C(=O)OC(C)(C)C)F)C)F tert-butyl 3-{[5-(3-chloro-2,4-difluorophenyl)-4-fluoro-7-(4-fluoro-1-methyl-1H-pyrazol-3-yl)-5-methyl-8-oxo-5,6,7,8-tetrahydro-2,7-naphthyridin-3-yl]amino}azetidine-1-carboxylate